ClC1=CC=2C(C3=C(N(C2N=C1N(CCOC)CC)CC(=O)[O-])C(=C(C=C3)Cl)SC)=O.[Na+] sodium 2-(3,8-dichloro-2-(ethyl(2-methoxyethyl)amino)-9-(methylthio)-5-oxobenzo[b][1,8]naphthyridin-10(5H)-yl)acetate